(R)-(-)-1-Benzyloxy-2-propanol C[C@H](COCC1=CC=CC=C1)O